FC(C1(N=N1)C1=CC=C(OCCOC2=CC=C(C=C2)OCCOC2=CC=C(C=C2)C2(N=N2)C(F)(F)F)C=C1)(F)F 1,4-bis(2-(4-(3-(trifluoromethyl)-3H-diazirin-3-yl)phenoxy)ethoxy)benzene